4-((1r,3s)-3-hydroxycycloheptylamino)-2-((1r,4r)-4-methoxycyclohexylamino)pyrimidine-5-carboxamide O[C@@H]1C[C@@H](CCCC1)NC1=NC(=NC=C1C(=O)N)NC1CCC(CC1)OC